C1(CC1)CNC1=C2C(=NC3=CC(=C(C=C13)OC)OCCCN1CCCC1)CNCCC2 N-(cyclopropylmethyl)-8-methoxy-9-[3-(pyrrolidin-1-yl)propoxy]-1H,2H,3H,4H,5H-azepino[3,4-b]quinolin-6-amine